BrC1=C(C=C2C(=NC(NC2=C1F)Cl)N1CC(OCCC1)C(=O)N(C)C)Cl 4-(7-bromo-2,6-dichloro-8-fluoro-1,2-dihydroquinazolin-4-yl)-N,N-dimethyl-1,4-oxaazepane-2-carboxamide